4-[3-(3-pyridyl)imidazo[1,2-b]pyridazin-6-yl]benzamide N1=CC(=CC=C1)C1=CN=C2N1N=C(C=C2)C2=CC=C(C(=O)N)C=C2